COC=1C=C(C=CC1OC)C1OC2(OC1)CCC(CC2)O (3,4-dimethoxyphenyl)-1,4-dioxaspiro[4.5]decan-8-ol